C(=O)C1=C2CCN(CC2=CC=C1)C(=O)OC(C)(C)C tert-butyl 5-formyl-3,4-dihydroisoquinoline-2(1H)-carboxylate